1-(4-(tert-pentyl)phenyl)cyclobutane-1,3-diamine C(C)(C)(CC)C1=CC=C(C=C1)C1(CC(C1)N)N